C(#N)C1CN(C1)C(=O)NC=1SC(=C(N1)C1=CC(=CC=C1)C#N)C1=CC(=NC(=C1)C)C 3-cyano-N-[4-(3-cyanophenyl)-5-(2,6-dimethyl-4-pyridinyl)thiazol-2-yl]azetidine-1-carboxamide